5-(5-(4-fluoropiperidine-1-carbonyl)-1H-pyrrolo[2,3-b]pyridin-1-yl)nicotinamide FC1CCN(CC1)C(=O)C=1C=C2C(=NC1)N(C=C2)C=2C=NC=C(C(=O)N)C2